2-(4-hydroxyazepan-1-yl)-N-(3-sulfamoyl-phenyl)-5-(trifluoro-methyl)pyridine-3-carboxamide OC1CCN(CCC1)C1=NC=C(C=C1C(=O)NC1=CC(=CC=C1)S(N)(=O)=O)C(F)(F)F